2-(2,4,6-trifluorobenzylidene)hydrazine-carboximidamide acetate salt C(C)(=O)O.FC1=C(C=NNC(N)=N)C(=CC(=C1)F)F